[N+](#[C-])C(C)(CCC(C)(C)[N+]#[C-])C 2,5-diisocyano-2,5-dimethylhexane